2-(9-anthryl)-5-{(tetracyclo[11.4.0.02,6.07,12]heptadec-1,3,6,8,10,12,14,16-octaen-3-yl)methyl}pyrrole methyl-2-bromo-6-hydroxyisonicotinate COC(C1=CC(=NC(=C1)O)Br)=O.C1=CC=CC2=CC3=CC=CC=C3C(=C12)C=1NC(=CC1)CC=1C2=C3C=CC=CC3=C3C=CC=CC3=C2CC1